(((S)-4-amino-1-(5-((2S,3S)-3-hydroxytetrahydropyrrol-2-yl)-1,3,4-oxadiazol-2-yl)-4-oxobutyl)carbamoyl)-L-serine NC(CC[C@@H](C=1OC(=NN1)[C@H]1NCC[C@@H]1O)NC(=O)N[C@@H](CO)C(=O)O)=O